(1aR,5aR)-2-(5-Chloro-pyridin-2-yl)-1a,2,5,5a-tetrahydro-1H-2,3-diaza-cyclopropa[a]pentalene-4-carboxylic acid (1-methyl-1-phenyl-ethyl)-amide CC(C)(C1=CC=CC=C1)NC(=O)C=1C=2C[C@@H]3[C@H](C2N(N1)C1=NC=C(C=C1)Cl)C3